C(C)NC=1C=C(C=C(C1)C1(CC(C1)OC)C1=NN=CN1C)N1C(C2=CC(=CC(=C2C1)C(F)(F)F)CNC1(CCC1)C)=O 2-(3-(ethylamino)-5-((1r,3r)-3-methoxy-1-(4-methyl-4H-1,2,4-triazol-3-yl)cyclobutyl)phenyl)-6-(((1-methylcyclobutyl)amino)methyl)-4-(trifluoromethyl)isoindolin-1-one